(R)-N-((7-chloroquinoxalin-6-yl)methyl)-4-(pyrrolidin-3-yloxy)pyridin-3-amine ClC1=C(C=C2N=CC=NC2=C1)CNC=1C=NC=CC1O[C@H]1CNCC1